FC1=C(C(=CC(=C1)OCCN1CC(C1)(C)CF)F)[C@H]1N([C@@H](CC2=C1NC1=CC=CC=C21)C)CC(C)(C)F (1R,3R)-1-[2,6-difluoro-4-[2-[3-(fluoromethyl)-3-methyl-azetidin-1-yl]ethoxy]phenyl]-2-(2-fluoro-2-methyl-propyl)-3-methyl-1,3,4,9-tetrahydropyrido[3,4-b]indole